cyclohexyl-3-aminopropyl-methyl-trimethoxysilane C1(CCCCC1)C(O[Si](OC)(OC)C)CCCN